(2S,5S)-N-[(S)-(5-cyclopropyl-6-fluoropyridin-2-yl)(phenyl)methyl]-5-methyl-1-[2-(1H-1,2,3-triazol-5-yl)acetyl]pyrrolidine-2-carboxamide C1(CC1)C=1C=CC(=NC1F)[C@@H](NC(=O)[C@H]1N([C@H](CC1)C)C(CC1=CN=NN1)=O)C1=CC=CC=C1